1-(7-cyclopropylpyrazolo[1,5-a]pyrimidin-6-yl)-3-[6-[5-[5-[4-[2-(2,6-dioxo-3-piperidyl)-1-oxo-isoindolin-5-yl]piperazin-1-yl]pentyl]-1,2,4-oxadiazol-3-yl]-5-methyl-3-pyridyl]urea C1(CC1)C1=C(C=NC=2N1N=CC2)NC(=O)NC=2C=NC(=C(C2)C)C2=NOC(=N2)CCCCCN2CCN(CC2)C=2C=C1CN(C(C1=CC2)=O)C2C(NC(CC2)=O)=O